ClC=1C=CC(=NC1)CN1N=C2N(CCCC2)C1=O (5RS)-2-[(5-Chloropyridin-2-yl)methyl]-3-oxo-2,3,5,6,7,8-hexahydro[1,2,4]triazolo[4,3-a]pyridin